Ethyl ((dodec-1-en-5-yloxy)carbonyl)-L-leucinate C=CCCC(CCCCCCC)OC(=O)N[C@@H](CC(C)C)C(=O)OCC